tert-butyl 4-((6-chloro-3-methylpyridazin-4-ylamino)methyl)piperidine-1-carboxylate ClC1=CC(=C(N=N1)C)NCC1CCN(CC1)C(=O)OC(C)(C)C